NC1=C(C(=O)NC2CCC(CC2)(C)O)C=C(C=N1)C1=CC=C(C=C1)[C@]12CN(C[C@@H]2C1)C(C)C 2-amino-N-((1R,4S)-4-hydroxy-4-methylcyclohexyl)-5-(4-((1S,5R)-3-isopropyl-3-azabicyclo[3.1.0]hex-1-yl)phenyl)nicotinamide